[Au].[Pt].C(=C)[Si](O[Si](C)(C)C)(C)C=C divinyl-tetramethyl-disiloxane platinum-gold